2-(6-(2-aminopyrimidin-5-yl)-8-morpholinoimidazo[1,2-a]pyrazin-2-yl)acetamide NC1=NC=C(C=N1)C=1N=C(C=2N(C1)C=C(N2)CC(=O)N)N2CCOCC2